NCCCCCCN1C=C([C@H]2[C@H](O)[C@H](O)[C@@H](CO)O2)C(NC1=O)=O 1-(6-Amino-hexyl)pseudouridine